(S)-1-phenyl-N-(pyrazolo[1,5-a]pyridin-5-ylmethyl)ethane-1-amine C1(=CC=CC=C1)[C@H](C)NCC1=CC=2N(C=C1)N=CC2